C(C1=CC=CC=C1)(=O)NC(NC1=CC(=CNC1=O)C(=O)OC)=S methyl 5-(3-benzoylthioureido)-6-oxo-1,6-dihydropyridine-3-carboxylate